C1(CCCC1)N(C(=O)OCC=1C(=NOC1C1=CC=C(OC[C@H]2[C@@H](CC2)C(=O)O)C=C1)C)C |r| (±)-(1R,2R)-2-((4-(4-(((cyclopentyl(methyl)carbamoyl)oxy)methyl)-3-methylisoxazol-5-yl)phenoxy)methyl)cyclobutane-1-carboxylic acid